1-(4-(3-(benzo[d]oxazol-2-yl-thio)propoxy)phenyl)-3-(4-bromophenyl)-2-propen-1-one O1C(=NC2=C1C=CC=C2)SCCCOC2=CC=C(C=C2)C(C=CC2=CC=C(C=C2)Br)=O